2-(chloromethyl)oxazole-4-carboxylic acid ClCC=1OC=C(N1)C(=O)O